vinyltris-(beta-methoxyethoxy)silane C(=C)[Si](OCCOC)(OCCOC)OCCOC